(S)-1-(4'-fluoro-2-(trifluoromethyl)-[1,1'-biphenyl]-4-yl)-2-hydroxy-propan-1-one-2-d FC1=CC=C(C=C1)C1=C(C=C(C=C1)C([C@@](C)([2H])O)=O)C(F)(F)F